NC=1C=CC(=C(C1)S(=O)(=O)N=CN(C)C)C=1C=NC(=CC1)Cl 5-amino-2-(6-chloropyridin-3-yl)-N-[(dimethylamino)methylene]benzenesulfonamide